COC(=O)C=1C=C(C2=C(N(C(=N2)CCl)CC2OCC2)C1)F 2-(Chloromethyl)-4-fluoro-1-(oxetan-2-ylmethyl)-1H-benzo[d]imidazole-6-carboxylic acid methyl ester